BrC=1C(=C(SC1Br)C(=O)O)OC 4,5-dibromo-3-methoxythiophene-2-carboxylic acid